(2S,3R,4R,5S)-2-(hydroxymethyl)-1-(4-phenoxyphenylethyl)piperidine-3,4,5-triol OC[C@@H]1N(C[C@@H]([C@H]([C@@H]1O)O)O)CCC1=CC=C(C=C1)OC1=CC=CC=C1